5-((((1S,2S,4S)-2-Hydroxy-4-((quinolin-8-ylmethyl)amino)cyclohexyl)amino)methyl)-1,3-dimethyl-1,3-dihydro-2H-benzo[d]imidazol-2-one O[C@@H]1[C@H](CC[C@@H](C1)NCC=1C=CC=C2C=CC=NC12)NCC1=CC2=C(N(C(N2C)=O)C)C=C1